[Zn+2].S1C(=NC2=C1C=CC=C2)C2=C([O-])C=CC=C2.S2C(=NC1=C2C=CC=C1)C1=C([O-])C=CC=C1 bis[2-(2-benzothiazolyl)phenoxide] zinc (II)